C(C)(C)(C)OC(=O)NCC=1C=NC=C(C1)C1=CC=CC=C1 (t-butoxy)-N-[(5-phenyl-(3-pyridyl))methyl]carboxamide